CN(S(=O)(=O)C=1C=NN(C1)C1=CC(=NC=C1)C(F)(F)F)C1=C2C(=NNC2=CC=C1)C N-METHYL-N-(3-METHYL-1H-INDAZOL-4-YL)-1-(2-(TRIFLUOROMETHYL)PYRIDIN-4-YL)-1H-PYRAZOLE-4-SULFONAMIDE